3-bromo-2-chloro-6-methyl-5H-pyrrolo[3,4-b]pyridin-7-one BrC=1C=C2C(=NC1Cl)C(N(C2)C)=O